4-((5-chlorobenzo[d]oxazol-2-yl)amino)-4-(2-chlorophenyl)-6-methyl-N-(5-(pyridin-3-yl)-1,3,4-thiadiazol-2-yl)-1,4-dihydropyrimidine-5-carboxamide ClC=1C=CC2=C(N=C(O2)NC2(N=CNC(=C2C(=O)NC=2SC(=NN2)C=2C=NC=CC2)C)C2=C(C=CC=C2)Cl)C1